2-Amino-7-fluoro-4-(5-fluoro-3-((R)-3-(2-methyl-2,6-diazaspiro[3.4]octan-6-yl)pyrrolidin-1-yl)-7,9-dihydrofuro[3,4-f]quinazolin-6-yl)thieno[3,2-c]pyridine-3-carbonitrile NC1=C(C=2C(=NC=C(C2S1)F)C=1C2=C(C=3C=NC(=NC3C1F)N1C[C@@H](CC1)N1CC3(CN(C3)C)CC1)COC2)C#N